NC1=NC=NC=2N(C3=C(C=C(C=C3C21)C2CC2)C)CC(=O)N2C1CC1(CC2C(=O)NC2=NC(=CC=C2)Br)C 2-(2-(4-amino-6-cyclopropyl-8-methyl-9H-pyrimido[4,5-b]indol-9-yl)acetyl)-N-(6-bromopyridin-2-yl)-5-methyl-2-azabicyclo[3.1.0]hexane-3-carboxamide